S1C=C(C=C1)CCC(=O)OCC Ethyl 3-(3-thienyl)propionate